2-(phenoxyethyl)phenylacetaldehyde O(C1=CC=CC=C1)CCC1=C(C=CC=C1)CC=O